3-diazobenzamide [N+](=[N-])=C1CC(C(=O)N)=CC=C1